B(ON1N=CC=C1)(ON1N=CC=C1)[O-].[K+] potassium bis(1-pyrazolyl) borate